O=C1NC=CC(=C1)C=O 2-oxo-1H-pyridine-4-carbaldehyde